ClC(CCNC(OCC1C2=CC=CC=C2C=2C=CC=CC12)=O)=O (9H-fluoren-9-yl)methyl (3-chloro-3-oxopropyl)carbamate